O[C@H]1C[C@]2(C(C3CCC([C@](C13)(C)CCC(=O)O)=O)CCC2C(NC)=O)C 3-((3aS,5S,6R)-5-hydroxy-3a,6-dimethyl-3-(methylcarbamoyl)-7-oxododecahydro-1H-cyclopenta[a]naphthalen-6-yl)propanoic acid